C(C)(C)(C)OC(NC1CC2(C1)CCN(CC2)C2=C(C=C(C=C2)[N+](=O)[O-])C(F)(F)F)=O tert-butyl(7-(4-nitro-2-(trifluoromethyl)phenyl)-7-azaspiro[3.5]nonan-2-yl)carbamate